N-(5-chloro-2-{6-fluoro-1-methyl-1,2-dihydrospiro[indole-3,4'-piperidin]-1'-yl}phenyl)-2,3-dihydro-1H-indene-5-sulfonamide ClC=1C=CC(=C(C1)NS(=O)(=O)C=1C=C2CCCC2=CC1)N1CCC2(CC1)CN(C1=CC(=CC=C12)F)C